OC1=C(C=C(C(=O)Cl)C=C1)C 4-Hydroxy-3-methylbenzoyl chloride